(S)-6-((1-methoxy-1-oxopropan-2-yl)(methyl)amino)pyridin-2-yl 3-(2-chloro-4-fluorophenyl)propiolate ClC1=C(C=CC(=C1)F)C#CC(=O)OC1=NC(=CC=C1)N(C)[C@H](C(=O)OC)C